CP(ON1C(SC2=C1N=C(N=C2N[C@H](CC(C)C)CO)SC(C)C2=NC=CC=C2F)=N)([O-])=O [5-{[1-(3-Fluoropyridin-2-yl) ethyl] thio}-7-{[(1R)-1-(hydroxymethyl)-3-methylbutyl] amino}-2-imino [1,3]thiazolo[4,5-d]pyrimidin-3(2H)-yl] methylphosphonate